ClC1=C(C=CC=C1C1=CC=C(C(=N1)OC)CN(C(OC(C)(C)C)=O)C[C@H]1NC(CC1)=O)C1=C(C(=CC=C1)C1=CC=2N(C(C(=C(N2)Cl)C=O)=O)C=C1)Cl (S)-tert-butyl ((6-(2,2'-dichloro-3'-(2-chloro-3-formyl-4-oxo-4H-pyrido[1,2-a]pyrimidin-8-yl)-[1,1'-biphenyl]-3-yl)-2-methoxypyridin-3-yl)methyl)((5-oxopyrrolidin-2-yl)methyl)carbamate